FC1(OC2=C(O1)C=CC(=C2)C=O)F 2,2-difluoro-1,3-benzodioxole-5-carbaldehyde